2-[[[4-(3-methoxypropoxy)-3-methylpyridin-2-yl]methyl]thio]-1H-benzimidazole COCCCOC1=C(C(=NC=C1)CSC1=NC2=C(N1)C=CC=C2)C